6-(2-(1H-tetrazol-5-yl)phenyl)-N2-benzyl-N4-(4-fluoro-3-methoxyphenyl)-N2-isobutylpyridine-2,4-diamine N1N=NN=C1C1=C(C=CC=C1)C1=CC(=CC(=N1)N(CC(C)C)CC1=CC=CC=C1)NC1=CC(=C(C=C1)F)OC